2-(2,4-dichlorophenoxy)ethyl 2-[1-[(4-methylphenyl)methyl]-5-oxopyrrolidin-2-yl]acetat CC1=CC=C(C=C1)CN1C(CCC1=O)CC(=O)OCCOC1=C(C=C(C=C1)Cl)Cl